O=C1N=C2C=C(C=CC2=C1)C(=O)NCC1=CC=C(C=C1)C(F)(F)F 2-oxo-N-(4-(trifluoromethyl)benzyl)indole-6-carboxamide